NC\C=C(\CN1N=NC2=C1C=C(C=C2C=2C=NC=C(C2)Cl)C#N)/F (Z)-1-(4-amino-2-fluorobut-2-en-1-yl)-4-(5-chloropyridin-3-yl)-1H-benzo[d][1,2,3]triazol-6-carbonitrile